(E)-N-Methyl-3-(3-phenylbenzo[c]isoxazol-5-yl)acrylamide CNC(\C=C\C1=CC=2C(=NOC2C2=CC=CC=C2)C=C1)=O